NCC1C2CCN(CC12)C1=CN=C(C(=N1)N)SC=1C(=NC=CC1)C(F)(F)F 6-(7-(aminomethyl)-3-azabicyclo[4.1.0]heptan-3-yl)-3-((2-(trifluoromethyl)pyridin-3-yl)thio)pyrazin-2-amine